tert-butyl 4-(2-(2,6-bis(benzyloxy)pyridin-3-yl)-1-methyl-3-oxo-2,3-dihydro-1H-indazol-6-yl)-4-hydroxypiperidine-1-carboxylate C(C1=CC=CC=C1)OC1=NC(=CC=C1N1N(C2=CC(=CC=C2C1=O)C1(CCN(CC1)C(=O)OC(C)(C)C)O)C)OCC1=CC=CC=C1